7-bromo-N-[2-(4,4-difluoropiperidin-1-yl)-6-methylpyridin-4-yl]-5-fluoro-2,3-dihydro-1H-indene-4-carboxamide BrC1=CC(=C(C=2CCCC12)C(=O)NC1=CC(=NC(=C1)C)N1CCC(CC1)(F)F)F